(2R,6S)-N-{2-benzyl-2-azaspiro[3.3]heptan-6-yl}-4-[3-fluoro-5-(trifluoromethyl)pyridin-2-yl]-2,6-dimethylpiperazine-1-carboxamide C(C1=CC=CC=C1)N1CC2(C1)CC(C2)NC(=O)N2[C@@H](CN(C[C@@H]2C)C2=NC=C(C=C2F)C(F)(F)F)C